C(C)(=O)N(N(C(=O)C1=CC=2C3=C(C(=NC2C=C1)N)C=NN3C)CC3=NC1=C(N3C(F)F)C=CC=C1)C N'-acetyl-4-amino-N-((1-(difluoromethyl)-1H-benzo[d]imidazol-2-yl)methyl)-N',1-dimethyl-1H-pyrazolo[4,3-c]quinoline-8-carbohydrazide